NC1=C(C)C=C(C(=C1SC)N)CCC 2,4-diamino-3-methylsulfanyl-5-propyl-toluene